N-(4-(4-amino-7-cyclopropyl-7H-pyrrolo[2,3-d]pyrimidin-5-yl)phenyl)-2-oxo-1-phenyl-2,4,5,6-tetrahydro-1H-pyrrolo[1,2-b]pyrazole-3-carboxamide NC=1C2=C(N=CN1)N(C=C2C2=CC=C(C=C2)NC(=O)C2=C1N(N(C2=O)C2=CC=CC=C2)CCC1)C1CC1